ClCC1=NC(=NO1)C1C2CN(CC12)C1=CC(=CC=C1)F 5-(chloromethyl)-3-[3-(3-fluorophenyl)-3-azabicyclo[3.1.0]hex-6-yl]-1,2,4-oxadiazole